tert-butyl ((S)-1-((2S,4R)-4-hydroxy-2-((4-(4-methylthiazol-5-yl)benzyl)carbamoyl)pyrrolidin-1-yl)-3-methyl-1-oxobutan-2-yl)carbamate O[C@@H]1C[C@H](N(C1)C([C@H](C(C)C)NC(OC(C)(C)C)=O)=O)C(NCC1=CC=C(C=C1)C1=C(N=CS1)C)=O